8-amino-3-(1-(4-(dimethylamino)-N-methylbut-2-enoylamino)ethyl)imidazo[1,5-a]Pyridine NC=1C=2N(C=CC1)C(=NC2)C(C)NC(C(=CCN(C)C)C)=O